C1(CCCC1)CNC(=O)C1=CC2=C(C=N1)CN(C2)C2=NOC(C2)(C(F)(F)F)C2=CC(=C(C(=C2)Cl)F)Cl N-(cyclopentylmethyl)-2-(5-(3,5-dichloro-4-fluorophenyl)-5-(trifluoromethyl)-4,5-dihydroisoxazol-3-yl)-2,3-dihydro-1H-pyrrolo[3,4-c]pyridine-6-carboxamide